C(CCCCC)SC=1C(N(C(C1)=O)C1=CC=CC=C1)=O 3-(hexylthio)-1-phenyl-1H-pyrrole-2,5-dione